NC1=C(C=C(C=C1)Cl)N1C(C2N(C(C1)=O)C(CC2)C(=O)OCC)=O Ethyl 2-(2-amino-5-chlorophenyl)-1,4-dioxo-octahydropyrrolo[1,2-a]pyrazine-6-carboxylate